CS(=O)(=O)N1CCC(CC1)NC1=NN2C(C(=C(C=C2)C=2C=NNC2)\C=C\C)=N1 (E)-N-(1-(methylsulfonyl)piperidin-4-yl)-8-(prop-1-en-1-yl)-7-(1H-pyrazol-4-yl)-[1,2,4]triazolo[1,5-a]pyridin-2-amine